C(C)(C)N(CCC1=CNC2=CC=C3C(=C12)OCO3)C(C)C N,N-Diisopropyl-4,5-methylenedioxy-tryptamine